COC(=O)C1=C(N(C(=C1)C1=C2C(=NC=C1)N(C=C2)S(=O)(=O)C2=CC=CC=C2)COCC[Si](C)(C)C)C2=C(C=C(C=C2)F)Cl Methyl-2-(2-chloro-4-fluorophenyl)-5-[1-(phenylsulfonyl)-1H-pyrrolo[2,3-b]pyridin-4-yl]-1-{[2-(trimethylsilyl) ethoxy]methyl}-1H-pyrrole-3-carboxylate